C1(CCCCC1)C1=CC=C(C=C1)NC=1C2=C(N=C(N1)N1C[C@H](OCC1)C)N=CC=C2 4-[(4-cyclohexylphenyl)amino]-2-[(2R)-2-methylmorpholin-4-yl]pyrido[2,3-d]pyrimidin